O=C1N(CC2=C3C(=CC=C12)OCC1(O3)CNC1)[C@@H]1C(NC(CC1)=O)=O (S)-3-(7'-oxo-7',9'-dihydro-3'H,8'H-spiro[azetidine-3,2'-[1,4]dioxino[2,3-e]isoindol]-8'-yl)piperidine-2,6-dione